C(C)(C)(C)OC(=O)NC(C(=O)O)(C(F)(F)F)C 2-(tert-butoxycarbonylamino)-3,3,3-trifluoro-2-methyl-propanoic acid